[4-(4-aminophenyl)-1-propyl-1H-pyrrol-2-yl](3,4,5-trimethoxyphenyl)methanone NC1=CC=C(C=C1)C=1C=C(N(C1)CCC)C(=O)C1=CC(=C(C(=C1)OC)OC)OC